CC1(OB(OC1(C)C)C=1C=C(C=CC1)N1C(C=CC=C1)=O)C 1-[3-(4,4,5,5-tetramethyl-1,3,2-dioxaborolan-2-yl)phenyl]pyridine-2-one